NC(CN1C[C@H](CC1)OC1=CC2=C(CC(O2)(C)C)C=C1NC(=O)C=1C=NN2C1N=CC=C2)=O (S)-N-(6-((1-(2-amino-2-oxoethyl)pyrrolidin-3-yl)oxy)-2,2-dimethyl-2,3-dihydrobenzofuran-5-yl)pyrazolo[1,5-a]pyrimidine-3-carboxamide